1-(3-bromophenyl)-4-cyclopropyl-1H-imidazole BrC=1C=C(C=CC1)N1C=NC(=C1)C1CC1